(4-(trifluoromethyl)tetrahydro-2H-pyran-4-yl)methanol FC(C1(CCOCC1)CO)(F)F